NC1=C(C2=CN(N=C2C=C1C(=O)O)C)Cl 5-amino-4-chloro-2-methyl-indazole-6-carboxylic acid